C1(CC1)C1=C(C=C(C(=O)O)C=C1)S(NC1=C(C=CC(=C1)C1=CC=NS1)C1=CC(=CC=C1)F)(=O)=O 4-cyclopropyl-3-(N-(3'-fluoro-4-(isothiazol-5-yl)-[1,1'-biphenyl]-2-yl)sulfamoyl)benzoic acid